CC1(CC[C@H](OC1)C=1C=C(C(=C(C1)[C@H](C(=O)O)N1C[C@@H](CC1)OCCCCCC1=NC=2NCCCC2C(=C1)OC)OC)F)C (R)-2-(5-((S)-5,5-dimethyltetrahydro-2H-pyran-2-yl)-3-fluoro-2-methoxyphenyl)-2-((R)-3-((5-(4-methoxy-5,6,7,8-tetrahydro-1,8-naphthyridin-2-yl)pentyl)oxy)pyrrolidin-1-yl)acetic acid